N-(1-Methylpiperidin-4-yl)-6-(1H-pyrrolo[2,3-b]pyridin-3-yl)quinazolin-4-amine CN1CCC(CC1)NC1=NC=NC2=CC=C(C=C12)C1=CNC2=NC=CC=C21